BrC1=CC=CC=2N(C(NC21)=O)C2CCN(CC2)C(=O)NC2=CC(=C(C=C2)Br)C 4-(4-Bromo-2-oxo-2,3-dihydro-1H-1,3-benzodiazol-1-yl)-N-(4-bromo-3-methylphenyl)piperidine-1-carboxamide